FC1=C2C(=C(C3=NN(N=C31)CC3(CC3)NC(OC(C)(C)C)=O)F)CC(C2)C=O tert-Butyl N-[1-[(4,8-difluoro-6-formyl-6,7-dihydro-5H-cyclopenta[f]benzotriazol-2-yl)methyl]cyclopropyl]carbamate